ClC=1C=CC=C2C=CC(=NC12)NC1=NC=C(C(=C1)C(F)(F)F)NCCCN1CCN(CC1)C N2-(8-Chlorochinolin-2-yl)-N5-(3-(4-methylpiperazin-1-yl)propyl)-4-(trifluoromethyl)-pyridin-2,5-diamin